(R)-2-Amino-4-methyl-N-(1-(naphthalen-1-yl)ethyl)-5-(3-(trifluoromethyl)phenyl)thiophene-3-carboxamide NC=1SC(=C(C1C(=O)N[C@H](C)C1=CC=CC2=CC=CC=C12)C)C1=CC(=CC=C1)C(F)(F)F